FC1=C(SC=2C1=NC=CC2B(O)O)COC2OCCCC2 (3-fluoro-2-(((tetrahydro-2H-pyran-2-yl)oxy)methyl)thieno[3,2-b]pyridin-7-yl)boronic acid